cis-methyl 4-[[3-[4-[2-(2-amino-3-pyridyl)-6-methyl-5-phenyl-imidazo[4,5-b]pyridin-3-yl]phenyl]azetidin-1-yl]methyl]cyclohexanecarboxylate NC1=NC=CC=C1C1=NC=2C(=NC(=C(C2)C)C2=CC=CC=C2)N1C1=CC=C(C=C1)C1CN(C1)C[C@H]1CC[C@H](CC1)C(=O)OC